COC1=CC=C2C3=C(N(C2=C1)CCN1CCCCC1)C(=NC=C3)C(F)(F)F 7-methoxy-9-(2-(piperidin-1-yl)ethyl)-1-(trifluoromethyl)-9H-pyrido[3,4-b]indole